FC1=CC=C(C=C1)C1(CCN(CC1)C1=NC(=CN=C1)N1CCCC1)O 4-(4-fluorophenyl)-1-(6-(pyrrolidin-1-yl)pyrazin-2-yl)piperidin-4-ol